Cl.NCC1(CC1)C1=CC=C(C=C1)C1=C(C=C(C=2NC(C3=C(C=CC=C3C12)O)=O)C)O 1-(4-(1-(aminomethyl)cyclopropyl)phenyl)-2,7-dihydroxy-4-methyl-6(5H)-phenanthridinone hydrochloride